CSC1=NOC(C1)(C)C 3-(methylthio)-5,5-dimethyl-4,5-dihydroisoxazole